2-[(trimethylsilyl)oxy]Acetonitrile C[Si](OCC#N)(C)C